N-(2-((2-methoxyethoxy)methoxy)-5-(1-oxo-6-(3-phenyl-5-(trifluoromethyl)pyridin-2-yl)-3,4-dihydroisoquinolin-2(1H)-yl)phenyl)methanesulfonamide COCCOCOC1=C(C=C(C=C1)N1C(C2=CC=C(C=C2CC1)C1=NC=C(C=C1C1=CC=CC=C1)C(F)(F)F)=O)NS(=O)(=O)C